(S)-6-(1-amino-1,3-dihydrospiro[indene-2,4'-piperidine]-1'-yl)-3-(1-(2-(trifluoromethyl)phenyl)cyclopropyl)-1,5-dihydro-4H-pyrazolo[3,4-d]pyrimidin-4-one N[C@@H]1C2=CC=CC=C2CC12CCN(CC2)C=2NC(C1=C(N2)NN=C1C1(CC1)C1=C(C=CC=C1)C(F)(F)F)=O